C(C)N1C(=NN(C1=O)C=1C=C2C(=CN(C(C2=CC1F)=O)C1=C(C(=NC=C1)OC)C)C(C)C)CO 6-(4-Ethyl-3-(hydroxymethyl)-5-oxo-4,5-dihydro-1H-1,2,4-triazol-1-yl)-7-Fluoro-4-isopropyl-2-(2-methoxy-3-methylpyridin-4-yl)isoquinolin-1(2H)-one